C(C)OC(CCOCCC(OCC)OCC)OCC bisethoxypropyl ether